COC[C@@H](C(=O)NC=1C=CC=C2C(=CNC12)C1=NC(=NC=C1)NC=1C(=NN(C1)C)OC)N1CCN(CC1)C (2S)-3-methoxy-N-(3-{2-[(3-methoxy-1-methyl-1H-pyrazol-4-yl)amino]pyrimidin-4-yl}-1H-indol-7-yl)-2-(4-methylpiperazin-1-yl)propionamide